2-[[3-[[2-chloro-4-[[5-[4-(cyanomethoxy)-2,3-difluoro-phenyl]-1-methyl-imidazole-2-carbonyl]amino]benzoyl]amino]cyclobutyl]amino]ethyl-trimethyl-ammonium formate C(=O)[O-].ClC1=C(C(=O)NC2CC(C2)NCC[N+](C)(C)C)C=CC(=C1)NC(=O)C=1N(C(=CN1)C1=C(C(=C(C=C1)OCC#N)F)F)C